C1(CC1)C([C@@H](C(=O)NC1=CC=C(C=C1)C=1C(=NNC1C)C)NC(=O)C=1N(N=CC1)CCC(F)F)C1CC1 N-[(1S)-1-(dicyclopropylmethyl)-2-[4-(3,5-dimethyl-1H-pyrazol-4-yl)anilino]-2-oxo-ethyl]-2-(3,3-difluoropropyl)pyrazole-3-carboxamide